C(C)(C)(C)OC(=O)N1CCC(CC1)(NC1=CC(=C(C=C1)F)F)CCCC(=O)O 4-(1-(tert-Butoxycarbonyl)-4-((3,4-difluorophenyl)amino)piperidin-4-yl)butanoic acid